9-(2-chloro-6-fluoro-phenyl)-3-methyl-16-thia-2,4,5,8-tetrazatetracyclo[8.6.0.02,6.011,15]hexadeca-1(10),3,5,8,11(15)-pentaene-13-carboxylic acid ClC1=C(C(=CC=C1)F)C1=NCC2=NN=C(N2C=2SC=3CC(CC3C12)C(=O)O)C